CCC(CC)OC1=NN2C(C(=N1)N)=NC=C2 2-(pentan-3-yloxy)imidazo[2,1-f][1,2,4]triazin-4-amine